C(C1=CC=CC=C1)N1N=NC(=C1)C1=CC=C(C=C1)C=O 1-benzyl-4-(4-methanoylphenyl)-1H-1,2,3-triazole